tert-butyl-trans-3-amino-4-hydroxy-piperidine C(C)(C)(C)N1C[C@H]([C@@H](CC1)O)N